tert-amyl-2-ethylhexanoate (tert-amyl peroxy-2-ethyl-carboxylate) C(C)(C)(CC)OOC(C)C(=O)O.C(C)(C)(CC)OC(C(CCCC)CC)=O